OCC(C)(O)C=1SC(=CN1)[S@@](=O)(N)=NC(NC1=C2C(=NC3=C1CCC3)C(CC2)(C)C)=O (R)-2-(1,2-Dihydroxypropan-2-yl)-N'-((3,3-dimethyl-1,2,3,5,6,7-hexahydrodicyclopenta[b,e]pyridin-8-yl)carbamoyl)thiazole-5-sulfonimidamide